CC1CCOC2=CC=CC=C12 4-methyl-chromane